OCCOCCOC1=CC(=CC=C1)OCCOCCO 1,3-bis-[2-(2-hydroxyethoxy)ethoxy]benzene